(E)-5-(4-chlorophenyl)-N'-(3,5-dimethoxybenzylidene)furan-2-carbohydrazide ClC1=CC=C(C=C1)C1=CC=C(O1)C(=O)N/N=C/C1=CC(=CC(=C1)OC)OC